NC1(CCN(CC1)C1=NC(=C2C(=N1)NN=C2C2=C(C(=CC=C2)Cl)Cl)C(=O)N)C 6-(4-amino-4-methylpiperidin-1-yl)-3-(2,3-dichlorophenyl)-1H-pyrazolo[3,4-d]pyrimidine-4-carboxamide